(4-{2-[(Z)-1-fluoro-2-phenylvinyl]-4-[(5-methyl-1H-pyrazol-3-yl)amino]quinazolin-7-yl}piperazin-1-yl)ethan-1-one F\C(=C/C1=CC=CC=C1)\C1=NC2=CC(=CC=C2C(=N1)NC1=NNC(=C1)C)N1CCN(CC1)C(C)=O